C1(CC1)C([C@@H](C(=O)NC1=NC(=C(C=C1)C=1C=NC=CC1CC)F)NC(=O)C=1N(N=CC1)C(C)C)C1CC1 N-[(1S)-1-(dicyclopropyl-methyl)-2-[[5-(4-ethyl-3-pyridyl)-6-fluoro-2-pyridyl]amino]-2-oxo-ethyl]-2-isopropyl-pyrazole-3-carboxamide